2-(4-Hydroxy-butylamino)-N-(3-methoxy-phenyl)-nicotinamide OCCCCNC1=C(C(=O)NC2=CC(=CC=C2)OC)C=CC=N1